COC1=NC=C(C(=N1)OC)C=1C=C(C=2N(N1)C=CN2)[C@@H]2[C@H](C2)C2=CC=C(C(=O)OC)C=C2 |r| racemic-methyl 4-((1S,2S)-2-(6-(2,4-dimethoxypyrimidin-5-yl)imidazo[1,2-b]pyridazin-8-yl)cyclopropyl)benzoate